2-(benzylthio)-3-methoxy-6-(4-methyltetrahydro-2H-pyran-4-yl)pyridine C(C1=CC=CC=C1)SC1=NC(=CC=C1OC)C1(CCOCC1)C